7-Chloro-8-fluoro-4-((1S,7R,8S)-8-fluoro-2-azabicyclo[5.1.0]oct-5-en-2-yl)-2-(((2R,7aS)-2-fluorotetrahydro-1H-pyrrolizin-7a(5H)-yl)methoxy-d2)pyrido[4,3-d]pyrimidine ClC1=C(C=2N=C(N=C(C2C=N1)N1[C@@H]2[C@H]([C@@H]2C=CCC1)F)OC([2H])([2H])[C@]12CCCN2C[C@@H](C1)F)F